2-amino-6-chloro-9-((2r,3s,4r,5r)-4-fluoro-3-hydroxy-5-((S)-1-hydroxypropyl)tetrahydrofuran-2-yl)-7-propyl-7,9-dihydro-8H-purin-8-one NC1=NC(=C2N(C(N(C2=N1)[C@@H]1O[C@@H]([C@@H]([C@H]1O)F)[C@H](CC)O)=O)CCC)Cl